ClC1=C(C(=CC=C1)Cl)C=1OC=2N=C3N(C(C2N1)=O)CCC3 2-(2,6-dichlorophenyl)-6,7-dihydrooxazolo[5,4-d]pyrrolo[1,2-a]pyrimidin-9(5H)-one